3-((1-(2,2-difluoroethyl)azetidin-3-yl)oxy)thiophene-2-carboxamide FC(CN1CC(C1)OC1=C(SC=C1)C(=O)N)F